4-bromopyridinenitrile BrC1=CC(=NC=C1)C#N